2-(3-chlorophenyl)-2-methylpropyl ((2S)-1-((1-(8-acetyl-2-oxo-1,8-diazaspiro[4.5]decan-3-yl)-3-oxopropan-2-yl)amino)-4-methyl-1-oxopentan-2-yl)carbamate C(C)(=O)N1CCC2(CC(C(N2)=O)CC(C=O)NC([C@H](CC(C)C)NC(OCC(C)(C)C2=CC(=CC=C2)Cl)=O)=O)CC1